C(CCCCCCCCC(=O)OC1CC(N(C(C1)(C)C)OC1CCCC1)(C)C)(=O)OC1CC(N(C(C1)(C)C)OC1CCCC1)(C)C bis(1-(cyclopentyloxy)-2,2,6,6-tetramethylpiperidin-4-yl) decanedioate